methyl-(2S)-2,6-difluorotetrahydro-1H-pyrrolizine CC1[C@@H](CN2CC(C=C12)F)F